4-benzo[1,3]dioxol-5-yl-piperazine-1-formamidine O1COC2=C1C=CC(=C2)N2CCN(CC2)C(=N)N